3-butene-2-thione CC(C=C)=S